COC1=CC=C(OC2=CC=C(C=C2)NC=2C3=C(N=CN2)NC=C3)C=C1 N-[4-(4-methoxyphenoxy)phenyl]-7H-pyrrolo[2,3-d]pyrimidin-4-amine